TMS ether [Si](C)(C)(C)O[Si](C)(C)C